ClC=1C(=C(C=CC1)SC=1N=NC(=CC1C1=NOCC(N1)CC1=C(C=C(C=C1)C)Cl)C)F 3-{3-[(3-Chloro-2-fluorophenyl)sulfanyl]-6-methylpyridazin-4-yl}-5-(2-chloro-4-methylbenzyl)-5,6-dihydro-4H-1,2,4-oxadiazine